6-(2,6-dichlorophenyl)-2-{[4-(4-methylpiperazin-1-yl)-3-(propan-2-yl)phenyl]amino}imidazo[1,2-a]pyrimido[5,4-e]pyrimidin-5(6H)-one ClC1=C(C(=CC=C1)Cl)N1C=2N(C3=C(C1=O)C=NC(=N3)NC3=CC(=C(C=C3)N3CCN(CC3)C)C(C)C)C=CN2